trimethylhydroxyethylammonium C[N+](CCO)(C)C